NC=1C=C(CS(=O)(=O)O)C=CC1 m-aminotoluenesulfonic acid